{8-[(3,4-dichlorophenyl)sulfonyl]-3,8-diazabicyclo[3.2.1]oct-3-yl}(1H-1,2,3-triazol-5-yl)methanone ClC=1C=C(C=CC1Cl)S(=O)(=O)N1C2CN(CC1CC2)C(=O)C2=CN=NN2